NC1=NC(=C2N=CN(C2=N1)CCNC(=O)C1=CC(=NN1)C1=CC=C(C=C1)C)O N-(2-(2-amino-6-hydroxy-9H-purin-9-yl)ethyl)-3-(4-methylphenyl)-1H-pyrazole-5-carboxamide